[Na+].C(CCCCCCC\C=C/CCCCCCCC)(=O)OC[C@@H](OC(CCCCCCC\C=C/CCCCCCCC)=O)COP(=O)([O-])[O-].C(#N)C=1C=C(C(=NC1)[C@H](C)NC(C(=C)C=1C(NC2=CC=C(C(=C2C1C)F)F)=O)=O)F.[Na+] rel-(2R*)-N-[(1S)-1-(5-cyano-3-fluoropyridin-2-yl)ethyl]-2-(5,6-difluoro-4-methyl-2-oxo-1H-quinolin-3-yl)propenamide 1,2-Dioleoyl-sn-glycero-3-phosphate sodium salt